N[C@H](/C=C/C(=O)OC)C methyl (E,4S)-4-aminopent-2-enoate